C(CCCCCCC\C=C/C\C=C/CCCCC)(=O)O (9Z,12Z)-9,12-octadecadienoic acid